C1(CCCCC1)P(CCCP(C1CCCCC1)C1CCCCC1)C1CCCCC1 1,3-Bis(dicyclohexylphosphino)-propane